4-difluoromethyl-N-(7-fluoro-1,1,3-trimethyl-4-indanyl)-5-thiadiazolecarboxamide FC(C=1N=NSC1C(=O)NC1=C2C(CC(C2=C(C=C1)F)(C)C)C)F